2-(1-(2-fluorobenzyl)-5-(isoxazol-3-yl)-1H-pyrazol-3-yl)-5-(trifluoromethyl)pyrimidin-4(3H)-one FC1=C(CN2N=C(C=C2C2=NOC=C2)C2=NC=C(C(N2)=O)C(F)(F)F)C=CC=C1